COC1=C2C(NC(=NC2=CC(=C1)OC)C1=CC=C(C=C1)N1CCN(CC1)CC1=CC=C(C=C1)N1C(NC(CC1)=O)=O)=O 1-(4-((4-(4-(5,7-dimethoxy-4-oxo-3,4-dihydroquinazolin-2-yl)phenyl)piperazin-1-yl)methyl)phenyl)dihydropyrimidine-2,4(1H,3H)-dione